ferrocenyl-ammonium [C-]1(C=CC=C1)[NH3+].[CH-]1C=CC=C1.[Fe+2]